2,5-dimethyl-piperidine CC1NCC(CC1)C